C(CCC)C=C[SiH3] butylvinylsilane